1-methyl-N-[(1R)-1-(1-naphthyl)ethyl]-4-pyrrolidin-3-yl-pyrrole-2-carboxamide CN1C(=CC(=C1)C1CNCC1)C(=O)N[C@H](C)C1=CC=CC2=CC=CC=C12